cyanovinyl acetate C(C)(=O)OC=CC#N